3-(tert-butoxycarbonyl)-3-azabicyclo[3.1.0]hexane-2-carboxylic acid C(C)(C)(C)OC(=O)N1C(C2CC2C1)C(=O)O